(S)-3-((S)-sec-butyl)-6-fluoro-4-(2-methoxyacetyl)-1,3,4,5-tetrahydro-2H-pyrido[3,4-e][1,4]diazepin-2-one [C@H](C)(CC)[C@@H]1N(CC2=C(NC1=O)C=NC=C2F)C(COC)=O